methyl 3-(difluoromethoxy)-2-fluoro-4-((pyrrolidin-1-ylsulfonyl)carbamoyl)benzoate FC(OC=1C(=C(C(=O)OC)C=CC1C(NS(=O)(=O)N1CCCC1)=O)F)F